CC1(OB(OC1(C)C)C=1C=NN(C1)CCN1CCOCC1)C 4-[2-[4-(4,4,5,5-tetramethyl-1,3,2-dioxaborolan-2-yl)pyrazol-1-yl]ethyl]morpholine